2-[6-amino-5-(trifluoromethoxy)pyridin-3-yl]-N-[2-(pyridin-4-yl)propan-2-yl]-6,7-dihydrospiro[pyrazolo[5,1-c][1,4]oxazine-4,3'-pyrrolidine]-1'-carboxamide NC1=C(C=C(C=N1)C1=NN2C(=C1)C1(CN(CC1)C(=O)NC(C)(C)C1=CC=NC=C1)OCC2)OC(F)(F)F